Methyl (2R,3S)-3-(((benzyloxy)carbonyl)amino)-4-((3-(4-chlorobenzoyl)-4,5-dimethylthiophen-2-yl)amino)-2-ethyl-4-oxobutanoate C(C1=CC=CC=C1)OC(=O)N[C@@H]([C@H](C(=O)OC)CC)C(=O)NC=1SC(=C(C1C(C1=CC=C(C=C1)Cl)=O)C)C